C(=O)(N1N=CN=C1)N1N=CN=C1 1,1'-carbonyl-di-1,2,4-triazole